CC1(C2=CC=CC=C2C=2C=CC(=CC12)C1=CC=CC=2C3=C(SC21)C(=CC=C3)C=3C=C(C=C(C3)C3=CC=CC=C3)C3=NC(=NC(=N3)C3=CC=CC=C3)C3=CC=CC=C3)C 2-{5-(6-(9,9-dimethylfluoren-2-yl)dibenzothiophen-4-yl)-1,1'-biphenyl-3-yl}-4,6-diphenyl-1,3,5-triazine